C(C)N1N=C(C(=C1)C1=NN2C(=NC=3C(=CC=CC3C2=N1)OC)N[C@H]1C(NCCCC1)=O)C (3R)-3-{[2-(1-ethyl-3-methyl-1H-pyrazol-4-yl)-7-methoxy[1,2,4]triazolo[1,5-c]quinazolin-5-yl]amino}azepan-2-one